1,3-dimethyl-1H-pyrrole-2-carboxylic acid ethyl ester C(C)OC(=O)C=1N(C=CC1C)C